5-(3-oxa-8-azabicyclo[3.2.1]octan-8-yl)benzo[d]oxazole C12COCC(CC1)N2C=2C=CC1=C(N=CO1)C2